C(C)N1C(CC(C1)CN1N=C2N=C(C=CC2=C1[C@@H](C)O)C1=C(C=C(C=C1C)C(F)(F)F)O)=O 1-ethyl-4-((6-(2-hydroxy-6-methyl-4-(trifluoromethyl)phenyl)-3-((R)-1-hydroxyethyl)-2H-pyrazolo[3,4-b]pyridin-2-yl)methyl)pyrrolidin-2-one